ClC1=CC(=C(CN(C(=O)[C@H]2N(CCC2)[S@](=O)(=NC)C2=CC=C(C=C2)C)C2CC3(CC3(F)F)C2)C=C1)F (2S)-N-(4-chloro-2-fluorobenzyl)-N-(1,1-difluorospiro[2.3]hexan-5-yl)-1-((R)-N,4-dimethylphenylsulfonimidoyl)pyrrolidine-2-carboxamide